1-[(2R,3R,4R,5R)-5-[({[bis(4-methoxyphenyl)]phenylmethyl}oxy)methyl]-4-hydroxy-3-(prop-2-ynyloxy)tetrahydro-2-furyl]-1,2,3,4-tetrahydropyrimidine-2,4-dione COC1=CC=C(C=C1)C(OC[C@@H]1[C@H]([C@H]([C@@H](O1)N1C(NC(C=C1)=O)=O)OCC#C)O)(C1=CC=CC=C1)C1=CC=C(C=C1)OC